N-(1-(6,7-difluoro-1-oxo-1,2-dihydroisoquinolin-4-yl)ethyl)-6-fluoro-N-methyl-1H-indole-2-carboxamide FC=1C=C2C(=CNC(C2=CC1F)=O)C(C)N(C(=O)C=1NC2=CC(=CC=C2C1)F)C